(1-pyrrol-1-ylcyclopropyl)methanol N1(C=CC=C1)C1(CC1)CO